(4-(4-((1R,5S)-3,8-diazabicyclo[3.2.1]octan-3-yl)-8-fluoro-2-((tetrahydro-1H-pyrrolizin-7a(5H)-yl)methoxy)pyrido[4,3-d]pyrimidin-7-yl)naphthalen-2-yl)dimethylphosphine oxide [C@H]12CN(C[C@H](CC1)N2)C=2C1=C(N=C(N2)OCC23CCCN3CCC2)C(=C(N=C1)C1=CC(=CC2=CC=CC=C12)P(C)(C)=O)F